oxo-7'-(3-(piperidin-1-yl)phenyl)-1',4'-dihydro-2'H-spiro[pyrrolidine-3,3'-quinoline]-1-carbonitrile O=C1NC2=CC(=CC=C2CC12CN(CC2)C#N)C2=CC(=CC=C2)N2CCCCC2